2-fluoro-N-(6-(7-methylbenzothiazol-6-yl)imidazo[1,2-a]pyridin-2-yl)cyclopropanecarboxamide Tert-butyl-(2-(2-(2-(2-azidoethoxy)ethoxy)ethoxy)ethyl)carbamate C(C)(C)(C)N(C(O)=O)CCOCCOCCOCCN=[N+]=[N-].FC1C(C1)C(=O)NC=1N=C2N(C=C(C=C2)C2=C(C3=C(N=CS3)C=C2)C)C1